BrC1=C2C3=C(NC2=C(C=C1F)C(=O)O)CCS(C3)=O 9-bromo-8-fluoro-1,3,4,5-tetrahydrothiopyrano[4,3-b]indole-6-carboxylic acid 2-oxide